acetyl-α-hydroxybutyric acid C(C)(=O)C(C(=O)O)(CC)O